N[C@@H]1C[C@H](N(C1)C(=O)C=1N=C2N(C=C(C=C2)Cl)C1)C=1SC=C(N1)C(=O)N[C@H](C(=O)NC)CCCCNC(=O)N 2-((2S,4R)-4-amino-1-(6-chloroimidazo[1,2-a]pyridine-2-carbonyl)pyrrolidin-2-yl)-N-((S)-1-(methylamino)-1-oxo-6-ureidohexan-2-yl)thiazole-4-carboxamide